CN1CCN(CC1)CCC(=O)N 3-(4-methylpiperazin-1-yl)propan-amide